1-(7-(4-((3-chloro-4-(pyridin-2-ylmethoxy)phenyl)amino)-7H-pyrrolo[2,3-d]pyrimidin-5-yl)-2-azaspiro[3.5]nonan-2-yl)prop-2-en-1-one ClC=1C=C(C=CC1OCC1=NC=CC=C1)NC=1C2=C(N=CN1)NC=C2C2CCC1(CN(C1)C(C=C)=O)CC2